CC1=C(C=2N(N=C1N1CC=3C=C(C=NC3CC1)N1CC(OCC1)(C)C)C(=NN2)C(F)(F)F)C 4-(6-(7,8-dimethyl-3-(trifluoromethyl)-[1,2,4]triazolo[4,3-b]pyridazin-6-yl)-5,6,7,8-tetrahydro-1,6-naphthyridin-3-yl)-2,2-dimethylmorpholine